3-iodo-1-methyl-4-(p-tolyl)-1H-pyrazole IC1=NN(C=C1C1=CC=C(C=C1)C)C